C[C@@H](CO)OC (S)-(+)-2-methoxypropanol